[N+](=O)([O-])C=1C=C(C=CC1N1CCN(CC1)CC1=CC=C(C=C1)[N+](=O)[O-])S(=O)(=O)NC1=CC=CC=C1 3-Nitro-4-{4-[(4-nitrophenyl)methyl]piperazin-1-yl}-N-phenylbenzenesulfonamide